methyl 3-[2-[tert-butyl(dimethyl)silyl]oxyethoxy]-5-fluoro-4-nitro-benzoate [Si](C)(C)(C(C)(C)C)OCCOC=1C=C(C(=O)OC)C=C(C1[N+](=O)[O-])F